NC1=NC=C(C(=N1)C1=C(C=C2C(N(C=NC2=C1)CCC[C@H](C)NC=1C=NNC(C1C(F)(F)F)=O)=O)F)C 7-(2-amino-5-methylpyrimidin-4-yl)-6-fluoro-3-[(4S)-4-[[6-oxo-5-(trifluoromethyl)-1H-pyridazin-4-yl]amino]pentyl]quinazolin-4-one